NC=1C=CC(=C(CNC2=NC(=NC=3N2N=CC3C(C)C)S(=O)(=O)C)C1)Cl N-(5-amino-2-chlorobenzyl)-8-isopropyl-2-(methylsulfonyl)pyrazolo[1,5-a][1,3,5]triazine-4-Amine